p-diazoBenzyl ether [N+](=[N-])=C1CC=C(COCC2=CCC(C=C2)=[N+]=[N-])C=C1